aluminum lead phosphate P(=O)([O-])([O-])[O-].[Pb+2].[Al+3]